C(C1=CC=CC=C1)(C1=CC=CC=C1)N1N2C(C3=C(C1)N(C=N3)C)=C(C(C=C2)=O)O 5-benzhydryl-10-hydroxy-3-methyl-4,5-dihydroimidazo[4,5-d]pyrido[1,2-b]pyridazin-9(3H)-one